O=C1N(C(C=C1)=O)CC(NCCOCCOCCOCCOCCC)=O 1-(2,5-dioxo-2,5-dihydro-1H-pyrrol-1-yl)-2-oxo-6,9,12,15-tetraoxa-3-azaoctadecane